(4-(2-bromoethyl)phenyl)acetamide BrCCC1=CC=C(C=C1)CC(=O)N